FC(C=1C(=C(C=CC1)[C@@H](C)NC1=CC(=NC2=CC(=C(C=C12)C=1CCOCC1)C1=NN(C=C1)C)C)F)F (R)-N-(1-(3-(difluoromethyl)-2-fluorophenyl)ethyl)-6-(3,6-dihydro-2H-pyran-4-yl)-2-methyl-7-(1-methyl-1H-pyrazol-3-yl)quinolin-4-amine